2-methyl-3-(3-pyridyl)-2-azabicyclo[2.2.2]octane CN1C2CCC(C1C=1C=NC=CC1)CC2